CC1(CC1)CCO 2-(1-methylcyclopropyl)ethan-1-ol